rel-(3R)-5-[rel-(3R)-6-fluoro-3-methyl-5-[[4-methyl-6-(methylamino)pyrimidin-2-yl]amino]-2,3-dihydro-benzofuran-7-yl]-2,3,4,7-tetrahydro-1H-azepin-3-ol FC1=C(C2=C([C@H](CO2)C)C=C1NC1=NC(=CC(=N1)C)NC)C=1C[C@H](CNCC1)O |o1:5,23|